4-(2-(tert-butoxy)-2-oxoethyl)-2-(2-chloro-5-methoxypyridin-4-yl)benzoic acid methyl ester COC(C1=C(C=C(C=C1)CC(=O)OC(C)(C)C)C1=CC(=NC=C1OC)Cl)=O